(12R)-12-methyl-8,11,14-trioxa-4,5,19,20-tetraazatetracyclo[13.5.2.12,5.018,21]tricosa-1(20),2(23),3,15(22),16,18(21)-hexaene C[C@H]1OCCOCCN2N=CC(C3=NNC=4C=CC(OC1)=CC34)=C2